C(CCCCCCCC)(=O)OCC(CC(=O)O[C@H]1C[C@@H]([NH2+]C1)COC(CC(COC(CCCCCCCC)=O)COC(CCCCCCCC)=O)=O)COC(CCCCCCCC)=O (2R,4S)-4-((4-(nonanoyloxy)-3-((nonanoyloxy)methyl)butanoyl)oxy)-2-(((4-(nonanoyloxy)-3-((nonanoyloxy)methyl)butanoyl)oxy)methyl)pyrrolidin-1-ium